O1[C@@H]2CN([C@H](C3=C1C=CC=C3)C2)C(=O)[C@H]2C3(CC3)CCCC2 |&1:14| [(2S,5S)-2,3-dihydro-2,5-methano-1,4-benzoxazepin-4(5H)-yl]-[(R and S)-spiro[2.5]octan-4-yl]methanone